1-(chloromethyl)-3-ethyl-5-vinylbenzene ClCC1=CC(=CC(=C1)C=C)CC